C1(CC1)C1=C(C=C(C=C1)NC(=O)C1SC(CC1C1=C(C(=C(C=C1)F)F)OC)(C(F)(F)F)C)OB(O)O (2-cyclopropyl-5-(3-(3,4-difluoro-2-methoxyphenyl)-5-methyl-5-(trifluoromethyl)tetrahydrothiophene-2-carboxamido)phenyl)boric acid